Methyl 2-fluoro-4-propylbenzoate FC1=C(C(=O)OC)C=CC(=C1)CCC